ClC=1C=CC(=C(C1)N1C=NC2=C1C=CC=C2)C#C[Si](CC)(CC)CC (5-chloro-2-((triethylsilyl)ethynyl)phenyl)-1H-benzo[d]imidazole